3-hydroxy-3-(nitromethyl)azetidine OC1(CNC1)C[N+](=O)[O-]